2-(2-chloro-benzyloxy)-5-nitro-N-(pyridin-3-yl)benzamide ClC1=C(COC2=C(C(=O)NC=3C=NC=CC3)C=C(C=C2)[N+](=O)[O-])C=CC=C1